methacryl-urethane C(=O)(C(=C)C)NC(=O)OCC